dibenzyl-N,N'-dimethylethylenediamine C(C1=CC=CC=C1)N(CCN(C)CC1=CC=CC=C1)C